C(C)NC1=NC2=CC=CC=C2C(=N1)NC(C)C1=CC=CC=C1 N2-ethyl-N4-(1-phenylethyl)quinazoline-2,4-diamine